FC1=C(C=C(C=C1)N[C@H]1C(NC(CC1)=O)=O)N1CCN(CC1)CC1CCNCC1 (R)-3-((4-Fluoro-3-(4-(piperidin-4-ylmethyl)piperazin-1-yl)phenyl)amino)piperidine-2,6-dione